4-(2-(3,4-difluorobenzyl)-1-(1-methylpiperidin-4-yl)-1H-benzo[d]imidazol-5-yl)-3,5-dimethylisoxazole FC=1C=C(CC2=NC3=C(N2C2CCN(CC2)C)C=CC(=C3)C=3C(=NOC3C)C)C=CC1F